(R)-3-amino-6-(pent-4-en-2-yloxy)-5-(trifluoromethyl)picolinic acid NC=1C(=NC(=C(C1)C(F)(F)F)O[C@H](C)CC=C)C(=O)O